O=C[C@H](O)[C@H](O)[C@@H](O)[C@H](O)CO D(-)-Gulose